C(C)(C)(C)[Si](OC1CCNC2=C(C=C(C=C12)F)C#N)(C)C 4-[tert-butyl-(dimethyl)silyl]Oxy-6-fluoro-1,2,3,4-tetrahydroquinoline-8-carbonitrile